C(=O)(O)C1=CC=C(C=2C(C3=C(C=CC(=C3C(C12)=O)[N+](=O)[O-])C(=O)O)=O)[N+](=O)[O-] 1,5-dicarboxyl-4,8-dinitroanthraquinone